[O-2].[Al+3].[O-2].[O-2].[Al+3] aluminum Oxide